O[C@]12[C@@H](C[C@H]3[C@@H]4CC[C@H]([C@@H](CCCC(C)C)C)[C@]4(CC[C@@H]3[C@]2(CC[C@@H](C1)O)C)C)NCCCCN 5α-hydroxy-6β-(4-aminobutylamino)cholestan-3β-ol